ClC=1C(=NC=C(C(=O)NCC=2C=NN3N=CC=CC32)C1)OC(F)F 5-chloro-6-(difluoromethoxy)-N-(pyrazolo[1,5-b]pyridazin-3-ylmethyl)nicotinamide